6-methyl-2-(perfluoropropyl)-4-(phenylthio)quinazoline CC=1C=C2C(=NC(=NC2=CC1)C(C(C(F)(F)F)(F)F)(F)F)SC1=CC=CC=C1